5-bromo-1,3-dihydro-2H-inden-2-one BrC=1C=C2CC(CC2=CC1)=O